1-(1-(6-Chloro-1-(m-tolyl)-1H-indazol-3-yl)ethyl)-3-methyl-1H-pyrazolo[3,4-d]Pyrimidine-4-amine ClC1=CC=C2C(=NN(C2=C1)C=1C=C(C=CC1)C)C(C)N1N=C(C=2C1=NC=NC2N)C